OCCC=1C=C(C(=C(C1)O)C)N 5-(2-Hydroxyethyl)-amino-2-methylphenol